The molecule is a 4-hydroxy monocarboxylic acid anion resulting from the removal of a proton from the carboxy group of 4-hydroxybutyric acid. It has a role as an anaesthesia adjuvant and an intravenous anaesthetic. It is a short-chain fatty acid anion, a hydroxy fatty acid anion and a 4-hydroxy monocarboxylic acid anion. It derives from a butyrate. It is a conjugate acid of a 4-hydroxybutyric acid. C(CC(=O)[O-])CO